tert-butyl (5-bromoisoquinolin-4-yl)carbamate BrC1=C2C(=CN=CC2=CC=C1)NC(OC(C)(C)C)=O